ClC=1C=C(C=CC1)\C=C/C(=O)OCC ethyl (Z)-3-(3-chlorophenyl)acrylate